FC(CCN1C(NC=2N=CNC(C12)=O)=O)(F)F 7-(3,3,3-trifluoropropyl)-7,9-dihydro-1H-purine-6,8-dione